BrC1=C(C=CC(=C1)C1=NN(C=C1)C)N(C([O-])=O)C N-[2-bromo-4-(1-methylpyrazol-3-yl)phenyl]-N-methylcarbamate